(2R)-3-[2-[(2R)-chloro-4-oxo-chroman-2-yl]-5-(trifluoromethyl)phenoxy]-2-(ethylsulfamoylamino)propanoic Acid Cl[C@@]1(OC2=CC=CC=C2C(C1)=O)C1=C(OC[C@H](C(=O)O)NS(NCC)(=O)=O)C=C(C=C1)C(F)(F)F